7-chloro-1-phenylbenzo[4,5]imidazo[1,2-a]pyridine ClC=1C=CC2=C(N=C3N2C(=CC=C3)C3=CC=CC=C3)C1